N-(3-cyclopropyl-1H-pyrazol-5-yl)-2-(1-(m-tolyl)-1H-pyrazol-3-yl)acetamide C1(CC1)C1=NNC(=C1)NC(CC1=NN(C=C1)C=1C=C(C=CC1)C)=O